butyl-N-[(2E)-imidazolidin-2-ylidene]-4-({3-[(4-methylpentan-2-yl)carbamoyl]phenyl}amino)benzamide C(CCC)C1=C(C(=O)N=C2NCCN2)C=CC(=C1)NC1=CC(=CC=C1)C(NC(C)CC(C)C)=O